COC(=O)C1CCN(CC1)CC1=C(C=C(C=C1C)C1CNC1)C.FC1=C(CNC([C@@H](C)N2C(C(C(C2=O)([2H])[2H])([2H])[2H])=O)=O)C=CC=C1 (R,S)-N-(2-fluorobenzyl)-2-(2,5-dioxopyrrolidin-1-yl-3,3,4,4-d4)propanamide methyl-1-(4-(azetidin-3-yl)-2,6-dimethylbenzyl)piperidine-4-carboxylate